N-(4-bromo-2-methylpyridin-3-yl)-2-((6-(4-(2-hydroxyethyl)piperazin-1-yl)-2-methylpyrimidin-4-yl)amino)thiazole-5-carboxamide BrC1=C(C(=NC=C1)C)NC(=O)C1=CN=C(S1)NC1=NC(=NC(=C1)N1CCN(CC1)CCO)C